N,N-diaminoaniline NN(C1=CC=CC=C1)N